acetic acid-(6R)-6-[(1R,3aS,3bS,5aR,6R,7S,9aR,9bS,11aR)-6,7-diacetoxy-4,4-Difluoro-9a,11a-dimethylhexadecahydro-1H-cyclopenta[1,2-a]phenanthrene-1-yl]-2-methylhept-2-yl ester C(C)(=O)O[C@H]1[C@H](CC[C@@]2([C@H]3CC[C@]4([C@H]([C@@H]3C(C[C@@H]12)(F)F)CC[C@@H]4[C@@H](CCCC(C)(C)OC(C)=O)C)C)C)OC(C)=O